ClC1=CC(=C(CN2C(C3=CC(=CC(=C3C2C2=CC=C(C=C2)Cl)F)C2(OC2)C)=O)C=C1)S(=O)(=O)C 2-(4-chloro-2-(methylsulfonyl)benzyl)-3-(4-chlorophenyl)-4-fluoro-6-(2-methyl-oxiran-2-yl)isoindolin-1-one